2,8-dichloropyrimido[5,4-d][1,3]diazine ClC=1N=CC2=C(N1)C(=NC=N2)Cl